N-(6-(2-(Dimethylamino)ethoxy)-2-(2-hydroxy-5-isopropyl-4-methoxybenzoyl)-1,2,3,4-tetrahydroisoquinolin-7-yl)-N-methylbut-2-ynamide CN(CCOC=1C=C2CCN(CC2=CC1N(C(C#CC)=O)C)C(C1=C(C=C(C(=C1)C(C)C)OC)O)=O)C